BrC=1N=C(NC1Br)C1CC1 4,5-dibromo-2-cyclopropyl-1H-imidazole